ClC1=C(C=CC(=C1)OC1=NC=C(C=C1F)Cl)C1=NC=CC(=N1)CNCC(=O)O ((2-(2-chloro-4-((5-chloro-3-fluoropyridin-2-yl)oxy)phenyl)pyrimidin-4-yl)methyl)glycine